C(C=CC)O[C@@H]1CC[C@H](CC1)NC(OC(C)(C)C)=O tert-butyl (trans-4-(but-2-en-1-yloxy)cyclohexyl)carbamate